CN(C\C=C/1\C(N(CC1)C=1C=CC=2N=CN=C(C2N1)NC1=CC(=C(C=C1)OC1=CC2=C(N(C=N2)CC)C=C1)C)=O)C (3E)-3-[2-(dimethylamino)ethylidene]-1-[4-({4-[(1-ethyl-1,3-benzodiazol-5-yl)oxy]-3-methylphenyl}amino)pyrido[3,2-d]pyrimidin-6-yl]pyrrolidin-2-one